l-β-hydroxyethylamino-2-nitrobenzene OCCNC1=C(C=CC=C1)[N+](=O)[O-]